[C-]1(C=CC=C1)C=O.[C-]1(C=CC=C1)C=O.[Fe+2] 1,1'-ferrocenedialdehyde